5-(benzyloxy)picolinic acid C(C1=CC=CC=C1)OC=1C=CC(=NC1)C(=O)O